O=C1C=C(N=C2N1C=CC=C2)C(=O)O 4-oxo-4H-pyrido[1,2-a]pyrimidine-2-carboxylic acid